C(C)(C)N(P(OCCC#N)O[C@@H]1[C@H](O[C@H]([C@@H]1OC([2H])([2H])[2H])N1C(NC(C=C1)=O)=O)OCP(=O)(OCC)OCC)C(C)C 2-Cyanoethyl ((2R,3S,4R,5R)-2-((diethoxyphosphoryl) methoxy)-5-(2,4-dioxo-3,4-dihydropyrimidin-1(2H)-yl)-4-(methoxy-d3) tetrahydrofuran-3-yl) diisopropylphosphoramidite